6-bromo-1,3-benzoxazole-2-carboxylic acid BrC1=CC2=C(N=C(O2)C(=O)O)C=C1